C1(CCCCC1)C1=CC=C(C=C1)NC=1C2=C(N=C(N1)N1CC(OCC1)C1CC1)N=CC(=C2)C(=O)N 4-((4-cyclohexylphenyl)amino)-2-(2-cyclopropylmorpholino)pyrido[2,3-d]pyrimidine-6-carboxamide